2-{3-[(4-methanesulfonyl-2-methoxyphenyl)amino]prop-1-yn-1-yl}-N-[1-(2-methoxy-2-methylpropyl)piperidin-4-yl]-1-(2,2,2-trifluoroethyl)-1H-indol-4-amine CS(=O)(=O)C1=CC(=C(C=C1)NCC#CC=1N(C=2C=CC=C(C2C1)NC1CCN(CC1)CC(C)(C)OC)CC(F)(F)F)OC